N-hydroxy-4-(3-(4-(((2-(1,3,3-trimethyl-2-oxoindoline-5-yl)cyclopropyl)amino)methyl)piperidine-1-yl)propyl)benzamide TFA Salt OC(=O)C(F)(F)F.ONC(C1=CC=C(C=C1)CCCN1CCC(CC1)CNC1C(C1)C=1C=C2C(C(N(C2=CC1)C)=O)(C)C)=O